C[C@@H]1CN(C[C@H]2N1CC[C@H](C2)N2CCN(CC2)C2=CC=NC=C2)C2=C1C=CC(=NC1=C(C=C2)C#N)[2H] 5-[(4R,8R,9aS)-4-methyl-8-[4-(4-pyridyl)piperazin-1-yl]-1,3,4,6,7,8,9,9a-octahydropyrido[1,2-a]pyrazin-2-yl]-2-deuterio-quinoline-8-carbonitrile